Perfluoro-4-(perfluoroethyl)cyclohexylsulfonate FC1(C(C(C(C(C1(F)F)(F)F)(C(C(F)(F)F)(F)F)F)(F)F)(F)F)S(=O)(=O)[O-]